3-(5-(bromomethyl)-1-oxoisoindoline-2-yl)piperidine-2,6-dione hydrochloride Cl.BrCC=1C=C2CN(C(C2=CC1)=O)C1C(NC(CC1)=O)=O